C(C)[Si](OCCC)(OCCC)C1=C(C=CC=C1)O ethyl-(hydroxyphenyl)dipropoxysilane